3-((3-fluoro-4-(1'-((3-(4-(trifluoromethoxy)phenyl)-1H-indol-5-yl)methyl)-[4,4'-bipiperidin]-1-yl)phenyl)amino)piperidine-2,6-dione FC=1C=C(C=CC1N1CCC(CC1)C1CCN(CC1)CC=1C=C2C(=CNC2=CC1)C1=CC=C(C=C1)OC(F)(F)F)NC1C(NC(CC1)=O)=O